[Au](F)(F)F Gold(III) fluorid